1-(2,6-dichlorobenzyl)-N-(5,6-dihydro-4H-benzo[f]imidazo[1,2-a]azepin-4-yl)-1H-1,2,4-triazole-5-carboxamide ClC1=C(CN2N=CN=C2C(=O)NC2C=3N(C4=C(CC2)C=CC=C4)C=CN3)C(=CC=C1)Cl